BrC1=CC(=C2C=NN(C2=C1)C=1SC(=NN1)C(F)F)N1CCNCC1 6-bromo-1-[5-(difluoromethyl)-1,3,4-thiadiazol-2-yl]-4-(piperazin-1-yl)indazole